1,2-diaminopropyl-trimethoxysilane NC(C(C)N)[Si](OC)(OC)OC